Iodotetralin IC1CCCC2=CC=CC=C12